itaconic acid bis(trimethoxysilyl) ester CO[Si](OC)(OC)OC(C(=C)CC(=O)O[Si](OC)(OC)OC)=O